ClC1=C(C=C(C=C1CO)Cl)S(=O)(=O)NC1=C(C(=C(C=C1)F)C#CC=1C=NC(=NC1)N[C@H](CO)C)F 2,5-dichloro-N-(2,4-difluoro-3-((2-(((2S)-1-hydroxypropan-2-yl)amino)pyrimidin-5-yl)ethynyl)phenyl)-3-(hydroxymethyl)-benzenesulfonamide